FC(C1=CC=C(C(=N1)OCC)C1=NC2=CC(=NC=C2C=C1)CN)F (2-(6-(difluoromethyl)-2-ethoxypyridin-3-yl)-1,6-naphthyridin-7-yl)methanamine